BrC=1C(=CC(=NC1)NC(=O)C1CC1)OC N-(5-bromo-4-methoxypyridin-2-yl)cyclopropanecarboxamide